tert-Butyl ((4R,6S)-4-(6-(5-cyano-3-methylpicolinamido)-3-fluoropyridin-2-yl)-5,5-difluoro-4-methyl-6-(trifluoromethyl)-5,6-dihydro-4H-1,3-oxazin-2-yl)carbamate C(#N)C=1C=C(C(=NC1)C(=O)NC1=CC=C(C(=N1)[C@]1(N=C(O[C@@H](C1(F)F)C(F)(F)F)NC(OC(C)(C)C)=O)C)F)C